N[C@@H](CC1=CNC2=CC=CC=C12)C(=O)O Anti-Tryptophan